N1C=CC2=CC=C3C(=C12)CCC3 1,6,7,8-Tetrahydrocyclopenta[g]indole